5-((5-(4-((tert-butoxycarbonyl)amino)-2-oxopyrimidin-1(2H)-yl)-3-((tert-butoxycarbonyl)oxy)-4,4-difluorotetrahydrofuran-2-yl)methoxy)-5-oxopentanoic acid C(C)(C)(C)OC(=O)NC1=NC(N(C=C1)C1C(C(C(O1)COC(CCCC(=O)O)=O)OC(=O)OC(C)(C)C)(F)F)=O